4-(4-(3,3,3-trifluoropropyl)piperazin-1-yl)benzoate FC(CCN1CCN(CC1)C1=CC=C(C(=O)[O-])C=C1)(F)F